N=1C=NN2C1C=C(C=C2)B(O)O [1,2,4]triazolo[1,5-a]pyridin-7-ylboronic acid